ClC1=NC=C(C=N1)C(=O)NC=1C(=NC=CC1C1=NC=CC=C1)N1CC(CC1)(F)F 2-chloro-N-(2'-(3,3-difluoropyrrolidin-1-yl)-[2,4'-bipyridin]-3'-yl)pyrimidine-5-carboxamide